2-(4-(5-(2-(3,4-dimethoxyphenyl)-3-isopropyl-1H-indol-5-yl)-4H-1,2,4-triazol-3-yl)piperidin-1-yl)-N-methylacetamide COC=1C=C(C=CC1OC)C=1NC2=CC=C(C=C2C1C(C)C)C=1NC(=NN1)C1CCN(CC1)CC(=O)NC